C(CCCCCCCCCCC\C=C/CCCCCCCC)(=O)N.C(CCCCCCCCCCC\C=C/CCCCCCCC)(=O)N biserucic acid amide